3-hydroxy-5-(methylthio)pentyl isothiocyanate OC(CCN=C=S)CCSC